[2H]C(C1(NC(CC(C1)O)(C([2H])([2H])[2H])C([2H])([2H])[2H])C([2H])([2H])[2H])([2H])[2H] 2,2,6,6-tetrakis(trideuteriomethyl)piperidin-4-ol